F[B-](F)(F)F.CCNN1C=NC=C1 N-(2-ethylamino)-imidazole tetrafluoroborate